N-(3-Hydroxy-2,6-dimethylphenyl)-5-((1-methyl-1H-pyrazol-3-yl)amino)-1,3,4-thiadiazole-2-carboxamide OC=1C(=C(C(=CC1)C)NC(=O)C=1SC(=NN1)NC1=NN(C=C1)C)C